COC(=O)C1=CC2=C(N=C(C(N2C2=CC(=C(C=C2)C)OC2=CC=CC=C2)=O)Cl)S1 Methyl-3-chloro-1-(4-methyl-3-phenoxyphenyl)-2-oxo-1,2-dihydrothieno[2,3-b]pyrazine-6-carboxylate